NC=1C2=C(N=C(N1)Cl)N(C=C2)[C@H]2[C@@H]([C@@H]([C@H](C2)C2=CC(=CC(=C2)OC)OC)O)O (1R,2S,3R,5R)-3-{4-amino-2-chloropyrrolo[2,3-d]pyrimidin-7-yl}-5-(3,5-dimethoxyphenyl)cyclopentane-1,2-diol